3-(5-(((1S,2R)-2-(3-(2-meth-ylpyridin-4-yl)azetidin-1-yl)-cyclohexyl)oxy)-1-oxoisoindolin-2-yl)piperidine-2,6-dione CC1=NC=CC(=C1)C1CN(C1)[C@H]1[C@H](CCCC1)OC=1C=C2CN(C(C2=CC1)=O)C1C(NC(CC1)=O)=O